CN(CCNC1=CC=C(C=C1)[N+](=O)[O-])C N1,N1-Dimethyl-N2-(4-nitrophenyl)ethane-1,2-diamine